5-Amino-3-[3,5-difluoro-4-[2-oxo-2-[[5-(2,2,2-trifluoro-1,1-dimethyl-ethyl)isoxazol-3-yl]amino]ethyl]phenyl]-1-isopropyl-pyrazole-4-carboxamide NC1=C(C(=NN1C(C)C)C1=CC(=C(C(=C1)F)CC(NC1=NOC(=C1)C(C(F)(F)F)(C)C)=O)F)C(=O)N